1,1-diphenyl-methane C1(=CC=CC=C1)CC1=CC=CC=C1